OC=1C=2N(C=C(C1)N1CCCC1)N=CC2C#N 4-hydroxy-6-(pyrrolidine-1-yl)pyrazolo[1,5-a]pyridine-3-carbonitrile